Cl.C(C)(C)(C)C=1C(=NOC1)C(=O)NCC1=C(C=C(C=C1)C1=C(C=NC=C1N1CCNCC1)C#N)C (tert-butyl)-N-(4-(3-cyano-5-(piperazin-1-yl)pyridin-4-yl)-2-methylbenzyl)isoxazole-3-carboxamide hydrochloride